[Si](C)(C)(C(C)(C)C)OCC=1C=C2CN(CC2=CC1)C=1C=CC(=NC1)N 5-(5-(((tert-butyldimethylsilyl)oxy)methyl)isoindolin-2-yl)pyridin-2-amine